N1C(CNCC1)C=1C=CC(=C2NCCOC21)C(=O)OC methyl 8-(piperazin-2-yl)-3,4-dihydro-2H-1,4-benzoxazine-5-carboxylate